tert-butyl (2-amino-5-(4-(methyl(oxetan-3-yl)amino)piperidin-1-yl)phenyl)carbamate NC1=C(C=C(C=C1)N1CCC(CC1)N(C1COC1)C)NC(OC(C)(C)C)=O